BrC=1C=C2C(=NC1OC(CCO)(F)F)N(C=C2)COCC[Si](C)(C)C 3-[(5-bromo-1-[[2-(trimethylsilyl)ethoxy]methyl]-1H-pyrrolo[2,3-b]pyridin-6-yl)oxy]-3,3-difluoropropan-1-ol